7-chloro-8-(3-methoxypropoxy)-3,3-dimethyl-2,3,3a,9b-tetrahydro-1H-cyclopenta[c]isoquinoline ClC=1C(=CC=2C3C(N=CC2C1)C(CC3)(C)C)OCCCOC